C(=C)OCCOCC1(COC1)CC ethylene glycol [(3-ethyl-3-oxetanyl) methyl] vinyl ether